1-([1,3'-biazetidin]-1'-yl)-2-(3-chloro-4-(6-(1-methylcyclopropoxy)-9-((4-methylpyridin-2-yl)methyl)-9H-purin-8-yl)phenyl)ethan-1-one N1(CCC1)C1CN(C1)C(CC1=CC(=C(C=C1)C=1N(C2=NC=NC(=C2N1)OC1(CC1)C)CC1=NC=CC(=C1)C)Cl)=O